CC1=NC2=C(N1CC1=CC=C(C=C1)Br)C=C(C=C2NS(=O)(=O)CC)C=2C1=C(C(N(C2)C)=O)NC=C1 N-(2-methyl-6-(6-methyl-7-oxo-6,7-dihydro-1H-pyrrolo[2,3-c]pyridin-4-yl)-1-(4-bromobenzyl)-1H-benzo[d]imidazol-4-yl)ethanesulfonamide